Cl.NC(C(=O)OCC)CCCC ethyl 2-aminohexanoate hydrochloride